4,6-Dimethyl-3-(4-{5-[(7S)-7-methyl-7-[(2R)-2-methylpyrrolidin-1-yl]-6,7,8,9-tetrahydro-5H-benzo[7]annulen-2-yl]-1H-pyrazolo[3,4-b]pyridin-3-yl}phenyl)pyridazine CC1=C(N=NC(=C1)C)C1=CC=C(C=C1)C1=NNC2=NC=C(C=C21)C=2C=CC1=C(CC[C@](CC1)(N1[C@@H](CCC1)C)C)C2